ethyl N-(2-furoyl)-2-aminoacrylate O1C(=CC=C1)C(=O)NC(C(=O)OCC)=C